CC1NC(CC=2C3=CC=CC=C3NC12)C(=O)OCC ethyl 1-methyl-1,2,3,4-tetrahydro-beta-carboline-3-carboxylate